C(C1=CC=CC=C1)OC(=O)N[C@@H](CCCCNC(COCCOCCOCCOCCOCCOCCOCCOCCOCCOC)=O)C(=O)N[C@@H](C(C)C)C(=O)N[C@@H](C)C(=O)ON1C(CCC1=O)=O 2,5-dioxopyrrolidin-1-yl ((S)-37-(((benzyloxy) carbonyl) amino)-31-oxo-2,5,8,11,14,17,20,23,26,29-decaoxa-32-azaoctatriacontan-38-oyl)-L-valyl-L-alaninate